(6-(2-methoxyphenyl)pyren-1-yl)boronic acid COC1=C(C=CC=C1)C1=C2C=CC3=CC=C(C4=CC=C(C=C1)C2=C43)B(O)O